3-Methylbutyramide imide acetate C(C)(=O)O.CC(CC(N)=N)C